C(C)(C)(C)C1(N=CC2=C(N1)C(=CN=C2N)I)N 2-(tert-butyl)-8-iodopyrido[4,3-d]Pyrimidine-2,5-diamine